ruthenium disulphide [Ru](=S)=S